C(CCC)NCCNCCCC N,N'-dibutylethylenediamine